CC1(CCN(CC1)CC=1NC2=CC(=CC=C2C1)CC1=C(C(=O)N)C=C(C=N1)N1CCCC1)C ((2-((4,4-dimethylpiperidin-1-yl)methyl)-1H-indol-6-yl)methyl)-5-(pyrrolidin-1-yl)nicotinamide